Cl.N1C(=CC=2C=NC=CC21)CNC(=O)[C@H]2N(C[C@@H](C2)OC(F)F)C(CN)=O (2S,4R)-N-((1H-pyrrolo[3,2-c]pyridin-2-yl)methyl)-4-(difluoromethoxy)-1-glycylpyrrolidine-2-carboxamide hydrochloride